(R)-6-chloro-3-((1-(9-methyl-5-(6-oxa-2-azaspiro[3.4]octan-2-yl)-2-(trifluoromethyl)imidazo[1,2-c]quinazolin-7-yl)ethyl)amino)picolinic acid ClC1=CC=C(C(=N1)C(=O)O)N[C@H](C)C1=CC(=CC=2C=3N(C(=NC12)N1CC2(C1)COCC2)C=C(N3)C(F)(F)F)C